ClC1=C(C=CC=C1)S(=O)(=O)NC1=CC(=C(CCC=2C=NC(=NC2)NC2CCC(CC2)NC(OC(C)(C)C)=O)C=C1)OC tert-butyl ((1r,4r)-4-((5-(4-(2-chlorophenylsulfonamido)-2-methoxyphenethyl) pyrimidin-2-yl)amino)cyclohexyl)carbamate